FC1=CC=C(C=N1)C=1C(=NC=CC1)N1CCC(CC1)C1=NN=C(O1)N 5-(1-(6'-fluoro-[3,3'-bipyridin]-2-yl)piperidin-4-yl)-1,3,4-oxadiazol-2-amine